NC=1C=C(C=C(C1)C(F)(F)F)[C@@H](C)NC1=NC(=NC2=CC(=C(C=C12)O[C@@H]1COCC1)OC)C N-((R)-1-(3-amino-5-(trifluoromethyl)phenyl)ethyl)-7-methoxy-2-methyl-6-(((S)-tetrahydrofuran-3-yl)oxy)-quinazolin-4-amine